FC=1C(=C(C=CC1)NC(=S)C=1C(N(CCC1NCC1=C(C=NC=C1)OCC=1N2C(SC1)=NC=C2)C(=O)OC(C)(C)C)=O)OC tert-butyl 3-[(3-fluoro-2-methoxyphenyl)carbamothioyl]-4-[[(3-[imidazo[2,1-b][1,3]thiazol-3-ylmethoxy]pyridin-4-yl)methyl]amino]-2-oxo-5,6-dihydropyridine-1-carboxylate